N-(4-(3-aminoprop-1-yn-1-yl)phenyl)-4-((9-chloro-7-(2-fluoro-6-methoxyphenyl)-5H-benzo[c]pyrimido[4,5-e]azepin-2-yl)amino)-2-methoxybenzamide trifluoroacetate FC(C(=O)O)(F)F.NCC#CC1=CC=C(C=C1)NC(C1=C(C=C(C=C1)NC=1N=CC2=C(C3=C(C(=NC2)C2=C(C=CC=C2OC)F)C=C(C=C3)Cl)N1)OC)=O